CC(CCNC1CC(CCC1)N)CC N-(3-methylpentyl)cyclohexane-1,3-diamine